4-amino-1,4,5,6-tetrahydroazepino[4,3-b]indol NC1CC=2NC=3C=CC=CC3C2CN=C1